C1(=CC=CC=C1)C(C1=CC=CC=C1)=NC1=CC=C(N=N1)OC1=C(C#N)C=CC=C1 2-((6-((diphenylmethylene)amino)pyridazin-3-yl)oxy)benzonitrile